(1R,3S)-3-[3-({[2-meth-oxy-5-(methylsulfonyl)-pyridin-4-yl]acetyl}-amino)-1H-pyrazol-5-yl]-cyclopentyl propyl-carbamate C(CC)NC(O[C@H]1C[C@H](CC1)C1=CC(=NN1)NC(CC1=CC(=NC=C1S(=O)(=O)C)OC)=O)=O